di(pyridin-2-yl)pyridyldisulfide N1=C(C=CC=C1)C1=C(C(=NC=C1)SSC1=NC=CC(=C1C1=NC=CC=C1)C1=NC=CC=C1)C1=NC=CC=C1